N-(2-((2-chloro-5-methylpyrimidin-4-yl)amino)phenyl)-4-methylbenzenesulfonamide ClC1=NC=C(C(=N1)NC1=C(C=CC=C1)NS(=O)(=O)C1=CC=C(C=C1)C)C